[NH2+]1CNCN=C1 tetrahydro-1,3,5-triazinium